6-(3-Amino-6-(1-(piperidin-4-yl)-1H-pyrazol-4-yl)pyrazin-2-yl)-2-(5-methoxy-2-methylphenyl)pyridazin-3(2H)-on NC=1C(=NC(=CN1)C=1C=NN(C1)C1CCNCC1)C=1C=CC(N(N1)C1=C(C=CC(=C1)OC)C)=O